FC1=C(C=CC(=C1)N1CCC2(CNC2)CC1)NC(=O)C=1C(=CC=2N(C1)C=C(N2)C)OC N-(2-fluoro-4-(2,7-diazaspiro[3.5]nonan-7-yl)phenyl)-7-methoxy-2-methylimidazo[1,2-a]pyridine-6-carboxamide